2,6-bis(aminomethyl)-bicyclo[2.2.1]heptane NCC1C2C(CC(C1)C2)CN